Cl.C[C@H]1NCC[C@@H]1O (2R,3S)-2-methylpyrrolidin-3-ol hydrochloride